C(C)C=1N(C(C=CC1)=O)C1=CC(=CC=C1)N1N=NC=C1C Ethyl-1-(3-(5-methyl-1H-1,2,3-triazol-1-yl)phenyl)-6-oxo-1,6-dihydropyridine